α-hydroxymethyl-benzoin p-toluenesulfonate CC1=CC=C(C=C1)S(=O)(=O)O.OCC(C(C1=CC=CC=C1)=O)(O)C1=CC=CC=C1